(S)-2-(4-chloro-3-fluorophenyl)-1-(4-((5R,7R)-7-hydroxy-5-methyl-6,7-dihydro-5H-cyclopenta[d]pyrimidin-4-yl)piperazin-1-yl)-3-(4-methylpiperazin-1-yl)propan-1-one ClC1=C(C=C(C=C1)[C@H](C(=O)N1CCN(CC1)C=1C2=C(N=CN1)[C@@H](C[C@H]2C)O)CN2CCN(CC2)C)F